O=C(C(=O)OC)C(CC1=CC=CC=C1)NC(=O)C1=NSN=C1C1=CC=CC=C1 Methyl 2-oxo-4-phenyl-3-(4-phenyl-1,2,5-thiadiazole-3-carboxamido)butanoate